(1r,3r)-1-(3-bromophenyl)-3-hydroxycyclobutane BrC=1C=C(C=CC1)C1CC(C1)O